CN(C(OC(C)(C)C)=O)CC1=NC(=CC2=C1CN(C2=O)C2=NC(=CC=C2)C2=NN=C(N2CCC)C)N(C(C)C)C tert-butyl methyl({6-[methyl(propan-2-yl)amino]-2-[6-(5-methyl-4-propyl-4H-1,2,4-triazol-3-yl)pyridin-2-yl]-1-oxo-2,3-dihydro-1H-pyrrolo[3,4-c]pyridin-4-yl}methyl)carbamate